2-(4-aminopiperidin-1-yl)-4-(4-cyano-3-fluorophenyl)-5-(3-hydroxy-4-Methoxyphenyl)nicotinonitrile hydrochloride Cl.NC1CCN(CC1)C1=C(C#N)C(=C(C=N1)C1=CC(=C(C=C1)OC)O)C1=CC(=C(C=C1)C#N)F